(R)-(5-(2-((6-bromoquinolin-3-yl)oxy)propoxy)pyridin-3-yl)methanol BrC=1C=C2C=C(C=NC2=CC1)O[C@@H](COC=1C=C(C=NC1)CO)C